C(C=C)(=O)OC1=C(C=C(C=C1[C@H]1O[C@@H]([C@H]([C@@H]([C@@H]1OCC1=CC=CC=C1)OCC1=CC=CC=C1)OCC1=CC=CC=C1)COC(C1=CC=CC=C1)=O)C)F (2-fluoro-4-methyl-6-((2R,3R,4R,5R,6R)-3,4,5-tris(benzyloxy)-6-((benzoyloxy) methyl) tetrahydro-2H-pyran-2-yl) phenyl) acrylate